C(C)(C)(C)OC(=O)N1C[C@H](CC1)NC(C(=O)OC)C1=CC=CC=C1 (3S)-3-((2-methoxy-2-oxo-1-phenylethyl)amino)pyrrolidine-1-carboxylic acid tert-butyl ester